C1(CC(CC(C1)C(=O)OCC#C)C(=O)OCC#C)C(=O)OCC#C 1,3,5-cyclohexanetricarboxylic acid, 1,3,5-tri-2-propyn-1-yl ester